Cl.N1[C@@H](CC1)C(=O)OC methyl (S)-azetidine-2-carboxylate hydrochloride